Phosphorus Sulfur [S].[P]